3,3-Difluoro-4-(3-methyl-2-oxo-1H-benzoimidazol-4-yl)piperidine-1-carboxylic acid tert-butyl ester C(C)(C)(C)OC(=O)N1CC(C(CC1)C1=CC=CC=2NC(N(C21)C)=O)(F)F